12Z-octadeca-9,11-dienoic acid C(CCCCCCCC=C\C=C/CCCCCC)(=O)O